COC=1C=C(C=CC1OC)CCN 2-(3,4-dimethoxyphenyl)ethane-1-amine